N-[2-methyl-4-(1-methyl-cyclopropoxy)phenyl]acetamide CC1=C(C=CC(=C1)OC1(CC1)C)NC(C)=O